bis(amino-α,α'-dimethylbenzyl)benzene NC1=C(C(C)(C)C2=C(C=CC=C2)C(C2=C(C=CC=C2)N)(C)C)C=CC=C1